ClC1=C2N=C(C=NC2=CC=C1OC=1C=CC2=C(N(C(=N2)C)COCC[Si](C)(C)C)C1)C=1C=NN(C1)C1CC(C1)N1CC(C1)(F)F 2-[[6-[5-Chloro-3-[1-[3-(3,3-difluoroazetidin-1-yl)cyclobutyl]pyrazol-4-yl]quinoxalin-6-yl]oxy-2-methyl-benzimidazol-1-yl]methoxy]ethyl-trimethyl-silane